3-Amino-5-{2-[2-(4-methoxy-2,3-dimethylbenzensulfonamido)phenyl]-ethynyl}pyridin NC=1C=NC=C(C1)C#CC1=C(C=CC=C1)NS(=O)(=O)C1=C(C(=C(C=C1)OC)C)C